ClC1=CC=C2C(=C(N(C2=C1)C=1C=NN(C1)CC)OC)SC=1C=C(C(=O)O)C=CC1 3-((6-chloro-2-methoxy-1-(1-ethyl-1H-pyrazol-4-yl)-1H-indol-3-yl)thio)benzoic acid